(2-methylmorpholin-2-yl)-5-(piperidin-1-ylmethyl)-5,6-dihydro-1,4,2-dioxazine CC1(CNCCO1)C1=NOCC(O1)CN1CCCCC1